C(CC(O)(C(=O)[O-])CC(=O)[O-])(=O)[O-].[Fe+2].[Na+] sodium ferrous citrate